3,4-Dihydro-2,5,7,8-tetramethyl-2-(4,8,12-trimethyltridecyl)-2H-1-benzopyran-6-yl acetate C(C)(=O)OC=1C(=C(C2=C(CCC(O2)(CCCC(CCCC(CCCC(C)C)C)C)C)C1C)C)C